N-methoxy-N-methyltetrahydro-2H-pyran-4-formamide CON(C(=O)C1CCOCC1)C